C(N)(OCC(OCCN)C(C)(C)C)=O tert-butyl(2-(2-aminoethoxy)ethyl) carbamate